NC1=NC=NC=2C3=C(\C(\C(C12)(C)C)=N/OCC(=O)NC)C=C(C=C3)O[C@@H]3CC[C@H](CC3)N 2-[(Z)-[4-amino-8-(trans-4-aminocyclohexoxy)-5,5-dimethyl-benzo[h]quinazolin-6-ylidene]amino]oxy-N-methyl-acetamide